N,N1-Bis-(2,5-dimethoxyphenyl)-6-morpholin-4-yl-[1,3,5]triazine-2,4-diamine COC1=C(C=C(C=C1)OC)NC1N(C(=NC(=N1)N)N1CCOCC1)C1=C(C=CC(=C1)OC)OC